4-methoxysulfonyloxytetrahydrothiophene-1,1-dioxide COS(=O)(=O)OC1CCS(C1)(=O)=O